ClC=1C(=CC=C2N=CC(=NC12)C=1C=NN(C1)C1CC(C1)=O)OC=1C=CC2=C(N(C(=N2)C)COCC[Si](C)(C)C)C1F 3-(4-(8-chloro-7-((7-fluoro-2-methyl-1-((2-(trimethylsilyl)ethoxy)methyl)-1H-benzo[d]imidazol-6-yl)oxy)quinoxalin-2-yl)-1H-pyrazol-1-yl)cyclobutanone